1,3,6,8-tetrakis(4-formylphenyl)pyrene C(=O)C1=CC=C(C=C1)C1=CC(=C2C=CC3=C(C=C(C4=CC=C1C2=C34)C3=CC=C(C=C3)C=O)C3=CC=C(C=C3)C=O)C3=CC=C(C=C3)C=O